FC1=C(C=C(C=2C(N3[C@@H](COC21)C[C@@H](C3)O)=O)OC(C)C)C (2S,11aR)-9-Fluoro-2-hydroxy-6-isopropoxy-8-methyl-2,3,11,11a-tetrahydro-1H,5H-benzo[f]pyrrolo[2,1-c][1,4]oxazepin-5-one